CC=1C=CC(CC1)O 4-Methyl-2,4-cyclohexadien-1-ol